5-(4-(4-(4-((5-(2-chloro-4-phenoxybenzoyl)-7H-pyrrolo[2,3-d]pyrimidin-4-yl)amino)piperidin-1-yl)-4-oxobutyl)piperazin-1-yl)-2-(2,6-dioxopiperidin-3-yl)isoindoline-1,3-dione ClC1=C(C(=O)C2=CNC=3N=CN=C(C32)NC3CCN(CC3)C(CCCN3CCN(CC3)C=3C=C2C(N(C(C2=CC3)=O)C3C(NC(CC3)=O)=O)=O)=O)C=CC(=C1)OC1=CC=CC=C1